FC(C1=NC=C(C(=C1)NC(=O)N1C[C@](CC1)(C1=NC=NS1)C1=CC(=C(C=C1)C)F)OC)F (R)-N-(2-(difluoromethyl)-5-methoxypyridin-4-yl)-3-(3-fluoro-4-methylphenyl)-3-(1,2,4-thiadiazol-5-yl)pyrrolidine-1-carboxamide